COCOC1=C(C=CC(=C1)C(F)(F)F)C1=CN=CN(C1=O)CC1CN(CCC1)C(=O)OC(C)(C)C tert-butyl 3-((5-(2-(methoxymethoxy)-4-(trifluoromethyl)phenyl)-6-oxopyrimidin-1(6H)-yl)methyl)piperidine-1-carboxylate